NC1=NC=2C=CC(=CC2C2=C1COC2)C(=O)N(CC)[C@@H](C)C2=NC=C(C=C2)C#N 4-amino-N-((1S)-1-(5-cyano-2-pyridinyl)ethyl)-N-ethyl-1,3-dihydrofuro[3,4-c]quinoline-8-carboxamide